FC=1C=C2C(=CC=NC2=CC1)C1CCC(CC1)=O 4-(6-fluoro-4-quinolinyl)-cyclohexanone